F[C@@]1(CN2C(CC[C@@]2(C1)CO)=O)[2H] (6S,7aR)-6-fluoro-7a-(hydroxymethyl)hexahydro-3H-pyrrolizin-3-one-6-d